ClC1=CNC2=C(C=CC(=C12)Cl)NS(=O)(=O)C1=CC=C(C=C1)S(=O)(=O)NCC1=NN(C(=C1)C)C N1-(3,4-dichloro-1H-indol-7-yl)-N4-((1,5-dimethyl-1H-pyrazol-3-yl)methyl)benzene-1,4-disulfonamide